BrC1=NN(C=C1)C1=CC=C(C=C1)OC(F)(F)F 3-bromo-1-(4-(trifluoromethoxy)phenyl)-1H-pyrazole